C(=O)O.ClC=1C=C2CCCN(C2=C(C1)C1=C2C(=NC=C1)C(=C(S2)CN2C(CCC2=O)=O)F)[C@@H]2CNCC2 (S)-1-((7-(6-chloro-1-(pyrrolidin-3-yl)-1,2,3,4-tetrahydroquinolin-8-yl)-3-fluorothieno[3,2-b]pyridin-2-yl)methyl)pyrrolidine-2,5-dione, formic acid salt